1-((phenylmethyl-(methyl)amino)methyl)cyclopropylcarbamic acid tert-butyl ester C(C)(C)(C)OC(NC1(CC1)CN(C)CC1=CC=CC=C1)=O